CC=1C=CC=2N(C1)C(=NC2)C(=O)OCC ethyl 6-methylimidazo[1,5-a]pyridine-3-carboxylate